5-((2'-(5-(difluoromethyl)isoindolin-2-yl)-[2,4'-bipyrimidin]-4-yl)ethynyl)-1H-indazole FC(C=1C=C2CN(CC2=CC1)C1=NC=CC(=N1)C1=NC=CC(=N1)C#CC=1C=C2C=NNC2=CC1)F